2-chloro-N-(3-(((3-isopropyl-5-(piperidin-4-yl)Pyrazolo[1,5-a]pyrimidin-7-yl)amino)methyl)phenyl)acetamide ClCC(=O)NC1=CC(=CC=C1)CNC1=CC(=NC=2N1N=CC2C(C)C)C2CCNCC2